ClC=1C(=C(CN2[C@@H](C[C@@](CC2)(C(=O)O)CC2=NC(=CC(=C2F)OC(C)C)NC2=NNC(=C2)C)C)C=CC1)F (2R,4R)-1-(3-chloro-2-fluorobenzyl)-4-((3-fluoro-4-isopropoxy-6-((5-methyl-1H-pyrazol-3-yl)-amino)pyridin-2-yl)methyl)-2-methyl-piperidine-4-carboxylic acid